ClC=1C=C(C2=C(C(N(S2(=O)=O)[C@@H]([C@H](C)C2=C(C(=CC=C2F)C)C)C2=NNC(O2)=O)=O)C1)OC 5-((1S,2R)-1-(5-chloro-7-methoxy-1,1-dioxo-3-oxobenzo[d]isothiazol-2(3H)-yl)-2-(6-fluoro-2,3-dimethylphenyl)propyl)-1,3,4-oxadiazol-2(3H)-one